N-(8-fluoroquinolin-5-yl)-2-methoxy-4-{7-methyl-2,7-diazaspiro[3.5]nonan-2-yl}benzamide hydrochloride Cl.FC=1C=CC(=C2C=CC=NC12)NC(C1=C(C=C(C=C1)N1CC2(C1)CCN(CC2)C)OC)=O